CN1CC2=CC(=CC=C2CC1)NC1=NC=C(C(=N1)C=1SC=C(C1)S(=O)(=O)C)C(F)(F)F 2-methyl-N-(4-(4-(methylsulfonyl)thiophen-2-yl)-5-(trifluoromethyl)pyrimidin-2-yl)-1,2,3,4-tetrahydroisoquinolin-7-amine